BrC1=CC=C2CN(C(C2=C1)=O)CCNC(OC(C)(C)C)=O tert-butyl N-[2-(6-bromo-1-oxo-2,3-dihydro-1H-isoindol-2-yl)ethyl]carbamate